[Si](C)(C)(C(C)(C)C)O[C@@H](/C=C/C1=C(C=CC=C1)C/C=C/CCCCC(=O)OC)CC Methyl (E)-8-(2-((R,E)-3-((tert-butyldimethylsilyl)oxy)pent-1-en-1-yl)phenyl)oct-6-enoate